ClC1=C(OC2=NC(=NC(=C2CC)C2=C(C=CC=C2)OCC(C)C)NS(=O)(=O)C=2C=NN(C2)C)C=CC=C1N1CCN(CC1)C N-[4-[2-chloro-3-(4-methylpiperazin-1-yl)phenoxy]-5-ethyl-6-(2-isobutoxyphenyl)pyrimidin-2-yl]-1-methyl-pyrazole-4-sulfonamide